ClC=1C=C(CNC(OC(C)(C)C)=O)C=CC1C#C Tert-butyl 3-chloro-4-ethynylbenzylcarbamate